benzotriazole thiophosphate octadecyl-ammonium salt C(CCCCCCCCCCCCCCCCC)[NH3+].P(=S)([O-])([O-])[O-].N1N=NC2=C1C=CC=C2.C(CCCCCCCCCCCCCCCCC)[NH3+].C(CCCCCCCCCCCCCCCCC)[NH3+]